OC1=C(C=O)C=C(C=C1C)CO 2-hydroxy-5-(hydroxymethyl)-3-methylbenzaldehyde